C(C=C)(=O)N1C[C@@H](CCC1)NC=1C2=C(N=C(N1)NC=1C=NN(C1)CC(=O)NC)NC=C2 (R)-2-(4-(4-(1-Acryloylpiperidin-3-ylamino)-7H-pyrrolo[2,3-d]pyrimidin-2-ylamino)-1H-pyrazol-1-yl)-N-Methylacetamid